3-(4-(piperidin-4-yl)phenoxy)piperidine-2,6-dione N1CCC(CC1)C1=CC=C(OC2C(NC(CC2)=O)=O)C=C1